2-(1-(4-Bromophenyl)-3-(4-fluorophenyl)-1H-pyrazol-4-yl)-5-methyl-3-(2-(2-oxo-2,3-dihydro-1H-benzo[d]imidazol-5-yl)ethyl)oxazolidin-4-one BrC1=CC=C(C=C1)N1N=C(C(=C1)C1OC(C(N1CCC1=CC2=C(NC(N2)=O)C=C1)=O)C)C1=CC=C(C=C1)F